CC1=C(SC=2NC(NC(C21)=O)=O)C=2OC=CN2 5-methyl-6-(oxazol-2-yl)thieno[2,3-d]pyrimidin-2,4(1H,3H)-dione